C(C)(C)(C)OC(C1=CN=C(C=C1)N1N=CC(=C1O)C1=CC(=NC=C1)OC)=O 6-(5-Hydroxy-4-(2-methoxypyridin-4-yl)-1H-pyrazol-1-yl)nicotinic acid tert-butyl ester